FC1(CCC(CC1)(O)C1=CC=NO1)F 5-(4,4-difluoro-1-hydroxycyclohexyl)isoxazol